2-(4-chlorobenzylidene)malononitrile ClC1=CC=C(C=C(C#N)C#N)C=C1